2-chloro-N-(5-chloro-6-(2H-1,2,3-triazol-2-yl)pyridin-3-yl)-4-(3-ethynyl-5-fluoropyridin-2-yl)-5-fluorobenzamide ClC1=C(C(=O)NC=2C=NC(=C(C2)Cl)N2N=CC=N2)C=C(C(=C1)C1=NC=C(C=C1C#C)F)F